CS(=O)(=O)C1=CC=C(CCC2CNCCC2)C=C1 3-(4-(methylsulfonyl)phenethyl)piperidine